FC1=C(C(=CC=C1)F)C1=CC=C(C=C1)[C@@]1(CC[C@@]2([C@H]3C[C@@H]([C@@]4([C@H](CC[C@H]4[C@@H]3CC[C@@H]2C1)[C@@H](CCC(=O)O)C)C)O)C)O (R)-4-((3S,5R,8R,9S,10S,12S,13R,14S,17R)-3-(2',6'-difluoro-[1,1'-biphenyl]-4-yl)-3,12-dihydroxy-10,13-dimethylhexadecahydro-1H-cyclopenta[a]phenanthren-17-yl)pentanoic acid